(R)-(1-(((3-(2-cyano-2-(1H-1,2,4-triazol-1-yl)vinyl)phenylethoxy)carbonyl)amino)-3-phenylpropyl)boronic acid C(#N)C(=CC=1C=C(C=CC1)CCOC(=O)N[C@@H](CCC1=CC=CC=C1)B(O)O)N1N=CN=C1